C(C)S(=O)(=O)C1=CC=C(CC2=CC(=CC=3C4=CC=CC=C4N(C23)CCC2=CC=C(C=C2)C(F)(F)F)C(=O)N)C=C1 (4-(ethylsulfonyl)benzyl)-9-(4-(trifluoromethyl)phenethyl)-9H-carbazole-3-amide